(R)-5,5-dimethyl-3-((4-phenoxybutanoyl)glycyl)thiazolidine-4-carboxylic acid CC1([C@H](N(CS1)C(CNC(CCCOC1=CC=CC=C1)=O)=O)C(=O)O)C